BrC1=C(C=C(C=C1)CCC#N)F 3-(4-bromo-3-fluorophenyl)propanenitrile